(R)-6-(4,4-difluoroazepan-1-yl)-4-methyl-N5-(3-(S-methylsulfonimidoyl)phenyl)pyridine-2,5-dicarboxamide FC1(CCN(CCC1)C1=C(C(=CC(=N1)C(=O)N)C)C(=O)NC1=CC(=CC=C1)[S@@](=O)(=N)C)F